N\C(\C1=CSC(=C1)[C@@H](C)NC(=O)[C@H]1N(CC2(OCCO2)C1)C(CNC(=O)C=1C=CC=2C(C3=CC=CC=C3C2C1)(F)F)=O)=N\C(OC(C)C)=O isopropyl ((E)-amino(5-((R)-1-((S)-7-((9,9-difluoro-9H-fluorene-3-carbonyl)glycyl)-1,4-dioxa-7-azaspiro[4.4]nonane-8-carboxamido)ethyl) thiophen-3-yl)methylene)carbamate